Tert-butyl (R)-4-(1-chlorovinyl)-2,2-dimethyloxazolidine-3-carboxylate ClC(=C)[C@@H]1N(C(OC1)(C)C)C(=O)OC(C)(C)C